2-(6-(4-methoxyphenyl)-7-oxo-2,3-diphenyl-4,7-dihydropyrazolo[1,5-a]pyrimidin-5-yl)acetonitrile COC1=CC=C(C=C1)C1=C(NC=2N(C1=O)N=C(C2C2=CC=CC=C2)C2=CC=CC=C2)CC#N